C([C@@H]1[C@@H]([C@@H]([C@H](C(O1)OC[C@@H]2[C@H]([C@@H]([C@H](C(O2)O[C@]3([C@H]([C@@H]([C@H](O3)CO)O)O)CO)O)O)O)O)O)O)O.O.O.O.O.O D-raffinose pentahydrate